BrCCC1=C(N=NC(=C1)Cl)Cl 4-(2-bromoethyl)-3,6-dichloro-1,2-diazine